4-hydroxy-4-(1-methoxypropan-1,2-dien-1-yl)piperidine-1-carboxylic acid tert-butyl ester C(C)(C)(C)OC(=O)N1CCC(CC1)(C(=C=C)OC)O